5-(2-Isopropyl-4,5-dimethoxy-benzyl)-N*4*-[2-(4-methoxy-phenyl)-ethyl]-pyrimidine-2,4-diamine C(C)(C)C1=C(CC=2C(=NC(=NC2)N)NCCC2=CC=C(C=C2)OC)C=C(C(=C1)OC)OC